N1N=CC(=C1)CCNC(=O)C1CC2(C1)CC(C2)NC(=O)NCC2=CC=C(C=C2)OC N-(2-(1H-pyrazol-4-yl)ethyl)-6-(3-(4-methoxybenzyl)ureido)spiro[3.3]heptane-2-carboxamide